ClC1=CC=C(C=C1)C1CC(C(C(C1)=O)=CNCCN1CCN(CC1)C(=O)N1CCOCC1)=O 5-(4-chlorophenyl)-2-(((2-(4-(morpholine-4-carbonyl)piperazin-1-yl)ethyl)amino)methylene)cyclohexane-1,3-dione